C[C@]12CC(C[C@](CC1)(N2)C)N(C=2N=NC(=CN2)C2=C(C=C(C=C2)N2C=NC=C2)O)C 2-(3-(((1R,3s,5S)-1,5-dimethyl-8-azabicyclo[3.2.1]octan-3-yl)(methyl)amino)-1,2,4-triazin-6-yl)-5-(1H-imidazol-1-yl)phenol